ClC1=C(C=CC=C1)C=1NC(C=C(C1)C1=CC(=NC=C1)C1N(CCC1)C(=O)N)=O [4-[2-(2-chlorophenyl)-6-oxo-1H-pyridin-4-yl]-2-pyridyl]pyrrolidine-1-carboxamide